2-(((tert-butyldiphenylsilyl)oxy)methyl)-5-nitro-N,N-di(prop-2-yn-1-yl)benzamide [Si](C1=CC=CC=C1)(C1=CC=CC=C1)(C(C)(C)C)OCC1=C(C(=O)N(CC#C)CC#C)C=C(C=C1)[N+](=O)[O-]